BrC(COCCOCC(=CBr)Br)=CBr 1,2-bis(2,3-dibromoprop-2-en-1-yl-oxy)ethane